C(C)C1=C(C(=CC=C1)F)N1N=C2C(=CC1=O)NN=C2C=2C=NC(=CC2)N2CCN(CC2)C 5-(2-ethyl-6-fluorophenyl)-3-(6-(4-methylpiperazin-1-yl)pyrid-3-yl)-1H-pyrazolo[4,3-c]pyridazin-6(5H)-one